[(3aR,4R,6R,6aR)-4-[2-chloro-6-(4'-fluorospiro[cyclopentane-1,3'-indoline]-1'-yl)purin-9-yl]-2,2-dimethyl-3a,4,6,6a-tetrahydrofuro[3,4-d][1,3]dioxol-6-yl]methanol ClC1=NC(=C2N=CN(C2=N1)[C@@H]1O[C@@H]([C@H]2OC(O[C@H]21)(C)C)CO)N2CC1(C3=C(C=CC=C23)F)CCCC1